C[C@@H](CCC)OC1=NN2C(C(=N1)N)=NC=C2 2-(((S)-pent-2-yl)oxy)imidazo[2,1-f][1,2,4]triazin-4-amine